2-(4-Bromo-2-methoxyphenyl)-1-methyl-1H-imidazo[4,5-b]pyridine BrC1=CC(=C(C=C1)C=1N(C=2C(=NC=CC2)N1)C)OC